COC1=NN(C=C1[N+](=O)[O-])CCOCCOCCOCCOCCOCCOCCN 2-[2-[2-[2-[2-[2-[2-(3-methoxy-4-nitro-pyrazol-1-yl)ethoxy]ethoxy]ethoxy]ethoxy]ethoxy]ethoxy]ethanamine